C1C(CC12CNCC2)C(=O)N2CCN(CC2)C2=CC=C(C=C2)[C@@H]2C(NC(CC2)=O)=O |r| rac-(3R)-3-[4-(4-{6-azaspiro[3.4]octane-2-carbonyl}piperazin-1-yl)phenyl]piperidine-2,6-dione